2-[{2,4,8,10-tetra-t-butyldibenz[d,f][1,3,2]-dioxaphosphepin-6-yl}oxy]-N,N-bis[2-[{2,4,8,10-tetra-t-butyldibenz[d,f][1,3,2]-dioxaphosphepin-6-yl}oxy]ethyl]-ethanamine C(C)(C)(C)C1=CC2=C(OP(OC3=C2C=C(C=C3C(C)(C)C)C(C)(C)C)OCCN(CCOP3OC2=C(C4=C(O3)C(=CC(=C4)C(C)(C)C)C(C)(C)C)C=C(C=C2C(C)(C)C)C(C)(C)C)CCOP2OC4=C(C3=C(O2)C(=CC(=C3)C(C)(C)C)C(C)(C)C)C=C(C=C4C(C)(C)C)C(C)(C)C)C(=C1)C(C)(C)C